N'-(7-chloroquinolin-4-yl)-N,N-diethyl-pentane-1,4-diamine ClC1=CC=C2C(=CC=NC2=C1)NC(CCCN(CC)CC)C